heptadecafluoro-1-decyl acrylate C(C=C)(=O)OC(C(C(C(C(C(C(CCC(F)(F)F)(F)F)(F)F)(F)F)(F)F)(F)F)(F)F)(F)F